Cl.Cl.C(C)[C@H]1N(CCOC1)C[C@@H]1N(C[C@H](NC1)C)CC(=O)N1CC(C2=NC=C(C=C21)CC2=CC=C(C=C2)F)(C)C 2-[(2R,5R)-2-{[(3R)-3-Ethylmorpholin-4-yl]methyl}-5-methylpiperazin-1-yl]-1-{6-[(4-fluorophenyl)methyl]-3,3-dimethyl-1H,2H,3H-pyrrolo[3,2-b]pyridin-1-yl}ethan-1-one dihydrochloride